(S)-(6-(pyridin-2-yl)-1,3,4,5-tetrahydrobenzo[c]oxepin-1-yl)methanamine hydrochloride salt Cl.N1=C(C=CC=C1)C1=CC=CC=2[C@H](OCCCC21)CN